ClC=1C=CC(=C(C1)C1=CC(=NC=C1OC)OC)N1N=NN=C1 4-(5-chloro-2-(1H-tetrazol-1-yl)phenyl)-2,5-dimethoxypyridine